C(C)(C)(C)OC(=O)N1CC=2C=CC(=NC2CC1COCCCO[Si](C)(C)C(C)(C)C)C(=O)O 6-(tert-butoxycarbonyl)-7-((3-((tert-butyldimethylsilyl)oxy)propoxy)methyl)-5,6,7,8-tetrahydro-1,6-naphthyridine-2-carboxylic acid